2-[(2R)-2-amino-4-methylpentanoyl]-5-{2-[(2R)-2-amino-4-methylpentanoyl]-1,3-dioxo-2,3-dihydro-1H-indene-5-carbonyl}-2,3-dihydro-1H-indene-1,3-dione N[C@@H](C(=O)C1C(C2=CC=C(C=C2C1=O)C(=O)C=1C=C2C(C(C(C2=CC1)=O)C([C@@H](CC(C)C)N)=O)=O)=O)CC(C)C